2,2'-bis(4-pyridyl)-3H,3'H-5,5'-bibenzimidazole N1=CC=C(C=C1)C=1NC2=C(N1)C=CC(=C2)C2=CC1=C(N=C(N1)C1=CC=NC=C1)C=C2